CN(C(C)=O)[C@@H]1C(=NN(C1)C(=O)N[C@H](C)C1=CC=C(C=C1)C(F)(F)F)C1=CC=C(C=C1)C (S)-4-(N-methylacetamido)-3-(4-methylphenyl)-N-((R)-1-(4-(trifluoromethyl)phenyl)ethyl)-4,5-dihydro-1H-pyrazole-1-carboxamide